[C@H]12CC(C[C@H](CC1)N2)OC2=CC=C(N=N2)C=2C=C1C=CN=C(C1=CC2O)C 6-(6-(((1R,3S,5S)-8-azabicyclo[3.2.1]oct-3-yl)oxy)pyridazin-3-yl)-1-methylisoquinolin-7-ol